C1(CCC1)NC=1C=C(C=CC1N1CCN(CC1)C)NC=1N=CC2=C(N1)N=C(C=C2C#C[Si](C(C)C)(C(C)C)C(C)C)OC N3-cyclobutyl-N1-{7-methoxy-5-[2-(triisopropylsilyl)ethynyl]pyrido[2,3-d]pyrimidin-2-yl}-4-(4-methylpiperazin-1-yl)benzene-1,3-diamine